3-[5-fluoro-2-(4-fluorophenyl)-1H-indol-3-yl]Propionic acid FC=1C=C2C(=C(NC2=CC1)C1=CC=C(C=C1)F)CCC(=O)O